C(C1=CC=CC=C1)N(C(C1=NC=C(C=C1)C(F)(F)F)=O)C1CCN(CC1)S(=O)(=O)CCCC N-benzyl-N-(1-(butylsulfonyl)piperidin-4-yl)-5-(trifluoromethyl)picolinamide